copper titanium-zinc [Zn].[Ti].[Cu]